Methyl (S)-2-((4-(2-((2-chloro-4-methylphenyl)(methyl)amino)isonicotinoyl)piperazin-1-yl)methyl)-1-(oxetan-2-ylmethyl)-1H-benzo[d]imidazole-6-carboxylate ClC1=C(C=CC(=C1)C)N(C=1C=C(C(=O)N2CCN(CC2)CC2=NC3=C(N2C[C@H]2OCC2)C=C(C=C3)C(=O)OC)C=CN1)C